Cl.C12(CC3CC(CC(C1)C3)C2)CCN 2-(1-adamantyl)ethanamine hydrochloride